N1=CC=C(C=C1)C=1C(=NN(C1)CC(F)(F)F)C1=CC=C(OCC2=NC3=CC=CC=C3C=C2)C=C1 2-{4-[pyridin-4-yl-1-(2,2,2-trifluoro-ethyl)-1H-pyrazol-3-yl]-phenoxymethyl}-quinoline